C(C1=CC=CC=C1)OC1=CC=C(C=C1)C1=CC(=CC=2CNS(OC21)(=O)=O)F 8-(4-Benzyloxyphenyl)-6-fluoro-3,4-dihydrobenzo[e][1,2,3]oxathiazine 2,2-dioxide